CC1(C(=C(CC1)C(=O)O)C(=O)O)C 3,3-dimethylcyclopent-1-ene-1,2-dicarboxylic acid